C(C)(C)(C)N=C=S tertiary butyl isothiocyanate